FC1=C(C(=C(C=C1OC)OC)F)NCC1=C(C2=C(N=C1)N(C(=C2)CN2CCOCC2)S(=O)(=O)C2=CC=CC=C2)N 5-(((2,6-difluoro-3,5-dimethoxyphenyl)amino)methyl)-2-(morpholinomethyl)-1-(phenylsulfonyl)-1H-pyrrolo[2,3-b]pyridin-4-amine